The molecule is a member of the class of oxindoles that is 3-methyleneoxindole in which the hydrogeh at position 5 has been replaced by a dimethylaminosulfonyl group and in which one of the hydrogens of the methylene group has been replaced by a 4,5,6,7-tetrahydro-indol-2-yl group. It is a specific inhibitor of Src family kinase. It has a role as an EC 2.7.10.2 (non-specific protein-tyrosine kinase) inhibitor, an Aurora kinase inhibitor and an antineoplastic agent. It is a member of oxindoles and a sulfonamide. CN(C)S(=O)(=O)C1=CC2=C(C=C1)NC(=O)C2=CC3=CC4=C(N3)CCCC4